ClC1=CC(=C(C=N1)C1=NC=C(C=C1)C(C)(C)O)N[C@H](CCO)C (S)-3-((6'-Chloro-5-(2-hydroxypropan-2-yl)-[2,3'-bipyridin]-4'-yl)amino)butan-1-ol